4-Amino-N-(2,3-dihydro-1H-inden-2-yl)-6-((1,3-dihydroisobenzofuran-5-yl)amino)-picolinamide NC1=CC(=NC(=C1)NC=1C=C2COCC2=CC1)C(=O)NC1CC2=CC=CC=C2C1